CN(C)CCCN1CN(CN(C1)CCCN(C)C)CCCN(C)C tris(dimethylamino-propyl)hexahydro-s-triazine